6-(2-aminoethoxy)tryptophan NCCOC=1C=C2NC=C(C[C@H](N)C(=O)O)C2=CC1